2-butenyl pentynoate C(C#CCC)(=O)OCC=CC